methyl 6-(8-bromo-3-(methoxymethoxy) naphthalen-1-yl)-4-oxotetrahydro-2H-pyran-3-carboxylate BrC=1C=CC=C2C=C(C=C(C12)C1CC(C(CO1)C(=O)OC)=O)OCOC